2-(hydroxymethyl)azetidin OCC1NCC1